6-[4-[(1S,3R)-3-[[(2S)-1-[6-oxo-5-(trifluoromethyl)-1,6-dihydropyridazin-4-yl]pyrrolidin-2-yl]methoxy]cyclohexanecarbonyl]piperazin-1-yl]pyridine-3-carbonitrile O=C1C(=C(C=NN1)N1[C@@H](CCC1)CO[C@H]1C[C@H](CCC1)C(=O)N1CCN(CC1)C1=CC=C(C=N1)C#N)C(F)(F)F